6,7-dichloro-1-(difluoromethyl)-8-methoxy-2,3-dihydro-1H-pyrrolo[3,4-c]quinoline ClC1=C(C(=CC=2C3=C(C=NC12)CNC3C(F)F)OC)Cl